C(C)(=O)O[C@@H]1CC[C@H]2N(C(N[C@H]21)=O)C=2SC1=C(N2)C2=C(C=C1)OCC2 (3aR,4R,6aR)-1-(7,8-dihydrofuro[3,2-e][1,3]benzothiazol-2-yl)-2-oxooctahydrocyclopenta[d]imidazol-4-yl rac-acetate